C(C)(=S)OC1=NN=C(N1)C1=CC(=C(C(=C1)OC)OC)OC (5-(3,4,5-trimethoxyphenyl)-4H-1,2,4-triazole-3-yl) thioacetate